OCC1=CC=C(OC2=NC(=NC(=C2)C2=C(C=CC=C2)C)NS(=O)(=O)C2=CC(=CC=C2)[N+](=O)[O-])C=C1 N-[4-[4-(Hydroxymethyl)phenoxy]-6-(o-tolyl)pyrimidin-2-yl]-3-nitro-benzenesulfonamide